(3aS,10aS)-N2,7-dimethyl-N8-(3,4,5-trifluorophenyl)-3a,4,10,10a-tetrahydro-1H,7H-dipyrrolo[3,4-b:3',4'-f][1,4,5]oxathiazocine-2,8(3H)-dicarboxamide 5,5-dioxide CNC(=O)N1C[C@H]2NS(C=3C(OC[C@H]2C1)=C(N(C3)C)C(=O)NC3=CC(=C(C(=C3)F)F)F)(=O)=O